COC=1C=C(C=CC1NCC#CC1=C(C2=C(S1)C(=CC=C2)NC2CCN(CC2)C)CC(F)(F)F)S(=O)(=O)N(C)C 3-methoxy-N,N-dimethyl-4-((3-(7-((1-methylpiperidin-4-yl)amino)-3-(2,2,2-trifluoroethyl)benzo[b]thiophen-2-yl)prop-2-yn-1-yl)amino)benzenesulfonamide